N,N,N-trimethyl-4-oxobutan-1-aminium C[N+](CCCC=O)(C)C